NCC(CN1N=CN(C1=O)CCC=1SC(=CC1)C1=CC=C(C=C1)S(=O)(=O)C)=C(F)F 2-[2-(aminomethyl)-3,3-difluoro-allyl]-4-[2-[5-(4-methylsulfonylphenyl)-2-thienyl]ethyl]-1,2,4-triazol-3-one